(S)-2-(3,4-dimethoxyphenyl)-3-methyl-5-(1-(pyrrolidin-2-ylmethyl)piperidin-4-yl)-1H-indole COC=1C=C(C=CC1OC)C=1NC2=CC=C(C=C2C1C)C1CCN(CC1)C[C@H]1NCCC1